FC1=C(C(=CC=C1)F)C(CCC[C@@H](C)[C@H]1CC[C@H]2[C@@H]3CC[C@H]4[C@H]([C@H](CC[C@]4(C)[C@H]3CC[C@]12C)O)O)O 24-[(2,6-difluorophenyl)(hydroxyl)methyl]-5α-Cholane-3β,4β-diol